C(#N)C1=C(C=CC=C1)[C@H]([C@@H](C)C=1N(C(C(=C(N1)C(=O)NC=1C=NOC1)O)=O)C)C=1C(=NN(C1)CC)C 2-((1s,2r)-1-(2-cyanophenyl)-1-(1-ethyl-3-methyl-1H-pyrazol-4-yl)propan-2-yl)-5-hydroxy-N-(isoxazol-4-yl)-1-methyl-6-oxo-1,6-dihydropyrimidine-4-carboxamide